C(N)(C1=CC=CC=C1)C(N)C1=CC=CC=C1 (1S,2S)-diphenylethylenediamine